C(N)(=O)[C@@H]1C[C@@]2(C(N1C(C(CC(C)C)=CNC(OC(C)(C)C)=O)=O)([2H])[2H])C(NC1=CC=C(C=C12)[2H])=O tert-butyl ((S)-1-((3R,5'S)-5'-carbamoyl-2-oxospiro[indoline-3,3'-pyrrolidine]-1'-yl-2',2',5-d3)-4-methyl-1-oxopentyl-2-yl)(methyl)carbamate